FC=1C=CC(=NC1)[C@H]1[C@@H](O[C@]([C@H]1C)(C(F)(F)F)C)C(=O)O |r| rac-(2R,3S,4S,5R)-3-(5-fluoropyridin-2-yl)-4,5-dimethyl-5-(trifluoromethyl)tetrahydrofuran-2-carboxylic acid